((6-methoxypyridine-3-yl)methyl)-3-(5-(tributylstannyl)pyridin-2-yl)-3,6-diazabicyclo[3.1.1]heptane COC1=CC=C(C=N1)CC12CN(CC(N1)C2)C2=NC=C(C=C2)[Sn](CCCC)(CCCC)CCCC